ClC(COCC(Cl)Cl)Cl 2,2-dichloroethyl ether